C(CCC(=O)[O-])(=O)OCC1=CC=CC=C1 monobenzyl succinate